C1(CC1)S(=O)(=O)N1N=CC(=C1)C1=NC=CC(=N1)NC1=NC=C(C(=C1)NC1CCC(CC1)CN(C)C)C1=NN(C(=C1)C(F)(F)F)C N2-(2-(1-(Cyclopropylsulfonyl)-1H-pyrazol-4-yl)pyrimidin-4-yl)-N4-((1s,4s)-4-((dimethylamino)methyl)cyclohexyl)-5-(1-methyl-5-(trifluoromethyl)-1H-pyrazol-3-yl)pyridine-2,4-diamine